(5-cyano-4-((2-methoxyethyl)amino)pyridin-2-yl)-5-formyl-6-(furan-2-yl)-1-methyl-1H-pyrrolo[3,2-b]pyridine-3-carboxamide C(#N)C=1C(=CC(=NC1)C1=C(C2=NC(=C(C=C2N1C)C=1OC=CC1)C=O)C(=O)N)NCCOC